cobalt-iron-chromium oxide [O-2].[Cr+3].[Fe+2].[Co+2]